N-(6-(5-chloro-7-(ethyl(methyl)amino)-6-fluoro-1H-indazol-4-yl)imidazo[1,2-b]pyridazin-2-yl)-2-fluorocyclopropane-1-carboxamide ClC=1C(=C2C=NNC2=C(C1F)N(C)CC)C=1C=CC=2N(N1)C=C(N2)NC(=O)C2C(C2)F